1-methoxyethyl-3-methylimidazole bromide [Br-].COC(C)C1=NC=CN1C